9-diethylamino-5H-benzo[a]phenoxazine-5-one C(C)N(C=1C=C2OC3=CC(C4=C(C3=NC2=CC1)C=CC=C4)=O)CC